(6S)-6-{2-Chloro-3-[(6-methyl-pyridin-3-yl)amino]phenyl}-2-imino-6-methyl-3-[(1SR,5RS)-8-oxabicyclo[3.2.1]octan-3-yl]-hexahydropyrimidin-4-one ClC1=C(C=CC=C1NC=1C=NC(=CC1)C)[C@@]1(CC(N(C(N1)=N)C1C[C@@H]2CC[C@H](C1)O2)=O)C |&1:24,27|